C(C)(C)(C)OC(NC(CC1=CC(=CC(=C1)F)F)C1=C(C=C2C(=N1)N=CN2)Br)=O tert-butyl(1-(6-bromo-1H-imidazo[4,5-b]pyridin-5-yl)-2-(3,5-difluorophenyl)ethyl)carbamate